FC(COC1=NC(=NC=C1)NCC1=C(C=NN1C)C1=NC=C(C(=N1)C)OC1CCCCC1)C (1S,3S)-3-((2-(5-(((4-(2-Fluoropropoxy)pyrimidin-2-yl)amino)methyl)-1-methyl-1H-pyrazol-4-yl)-4-methylpyrimidin-5-yl)oxy)cyclohexan